[Cl-].C(CC)[N+](CCCCCCCCCCCCCCCCCC)(C)C propyldimethyloctadecyl-ammonium chloride